N-(6-Methoxy-5-(((trans-4-(trifluoromethyl)cyclohexyl)oxy)methyl)pyridin-3-yl)acrylamide COC1=C(C=C(C=N1)NC(C=C)=O)CO[C@@H]1CC[C@H](CC1)C(F)(F)F